ClC1=CC(=CC=2C(N(CCOC21)CC2=CC(NC=C2)=O)C)N2C=CC1=CC(=CC=C21)F 4-{[9-chloro-7-(5-fluoroindol-1-yl)-5-methyl-3,5-dihydro-2H-1,4-benzoxazepin-4-yl]methyl}-1H-pyridin-2-one